C(C)C1=C(C=CC(=C1)C1=NN(C=N1)C1=CC=C(C=C1)OC(F)(F)F)NC(=O)\N=C\1/SCC(N1C1=C(C=CC(=C1)C)C(C)C)=O (Z)-1-(2-Ethyl-4-(1-(4-(trifluoromethoxy)phenyl)-1H-1,2,4-triazol-3-yl)phenyl)-3-(3-(2-isopropyl-5-methylphenyl)-4-oxothiazolidin-2-ylidene)urea